3-methoxy-4-{2-[4-(2,3-dichlorophenyl)piperazine-1-yl]Ethoxy}benzaldoxime COC=1C=C(C=NO)C=CC1OCCN1CCN(CC1)C1=C(C(=CC=C1)Cl)Cl